C(C)(C)[B-](C(C)C)(C(C)C)C(C)C.[Na+] sodium tetra(isopropyl)borate